(S)-N-(1-cyclopropylethyl)-5-(1-(3,3-difluorocyclobutyl)-2-methyl-1H-imidazo[4,5-b]pyridin-6-yl)pyrrolo[2,1-f][1,2,4]triazin-2-amine C1(CC1)[C@H](C)NC1=NN2C(C=N1)=C(C=C2)C=2C=C1C(=NC2)N=C(N1C1CC(C1)(F)F)C